C(CCCCCCC)C(C(=O)[O-])(C)C1=CC(=C(C=C1)C1=NC(=NC(=N1)C1=C(C=C(C=C1)C(C(=O)[O-])(C)CCCCCCCC)O)C1=C(C=C(C=C1)C(C(=O)[O-])(C)CCCCCCCC)O)O trioctyl-2,2',2''-((1,3,5-triazine-2,4,6-triyl)tris(3-hydroxybenzene-4,1-diyl)tripropionate)